C1(CC1)NC(C(C(C[C@H]1C(NCC1)=O)NC(=O)[C@@H]1[C@H]2C([C@H]2CN1C(\C=C\C1=C(C=C(C=C1)F)F)=O)(C)C)=O)=O (1R,2S,5S)-N-(4-(cyclopropylamino)-3,4-dioxo-1-((S)-2-oxopyrrolidin-3-yl)butan-2-yl)-3-((E)-3-(2,4-difluorophenyl)acryloyl)-6,6-dimethyl-3-azabicyclo[3.1.0]hexane-2-carboxamide